9-(3-methyl-2-oxo-1,3-benzoxazol-6-yl)-N-(4-phenylbutyl)-3,9-diazaspiro[5.5]undecane-3-carboxamide CN1C(OC2=C1C=CC(=C2)N2CCC1(CCN(CC1)C(=O)NCCCCC1=CC=CC=C1)CC2)=O